6-Boc-2-oxo-6-azaspiro[3.4]octane C(=O)(OC(C)(C)C)N1CC2(CC(C2)=O)CC1